CCOB(O)O 2-ethyl-boric acid